C[Si](CCOCN1C=CC2=CC3=C(O[C@H]4[C@H](CN3)COC4)N=C21)(C)C (6aR,9aS)-1-((2-(trimethylsilyl)ethoxy)methyl)-5,6,6a,7,9,9a-hexahydro-1H-furo[3,4-f]pyrrolo[3',2':5,6]pyrido[2,3-b][1,4]oxazepine